C1(=CC=CC=C1)C1=C(C=CC=C1)C=1N=C(NC1)C1=CC=CC=C1 2-(phenyl)phenyl-2-(phenyl)imidazole